C(C)OC(=O)[C@@H]1C[C@H](CCC1)OC=1N=CC(=NC1)C1=C(C(=NO1)C)C(=O)O |r| (±)-Trans-5-(5-((3-(ethoxycarbonyl)cyclohexyl)oxy)pyrazin-2-yl)-3-methylisoxazole-4-carboxylic acid